tert-butyl 4-(1-{[5-(4-chlorophenoxy)pyridin-2-yl] carbamoyl}ethyl)piperazine-1-carboxylate ClC1=CC=C(OC=2C=CC(=NC2)NC(=O)C(C)N2CCN(CC2)C(=O)OC(C)(C)C)C=C1